C(CCCCCCC\C=C/CCCCCCCC)(=O)N[C@@H](C(C)C)C(=O)O N-oleoyl-L-valine